(R)-(4-Fluorophenyl)(8-methyl-3-(thiazolo[5,4-c]pyridazin-6-yl)-5,6-dihydro-[1,2,4]Triazolo[4,3-a]pyrazin-7(8H)-yl)methanone FC1=CC=C(C=C1)C(=O)N1[C@@H](C=2N(CC1)C(=NN2)C=2SC=1N=NC=CC1N2)C